C(CC)OCOCCCC(CC(CC(CC(CC(CC(C)I)C)C)C)C)C 14-iodo-4,6,8,10,12-pentamethylpentadecyl propoxymethyl ether